2-Methyl-1,3,6-trihydroxy-9,10-anthraquinone CC1=C(C=2C(C3=CC=C(C=C3C(C2C=C1O)=O)O)=O)O